CC(CCNC(C1=CC(=CC(=C1)NC(CCC(C)C)=O)NC(CCC(C)C)=O)=O)C N-(3-methylbutyl)-3,5-bis-(4-methylpentanoylamino)-benzamide